COC1=CC2=C(C=NS2)C=C1C1=NNC=C1NC(=O)C=1C=NN2C1N=CC=C2 N-[3-(6-methoxy-1,2-benzothiazol-5-yl)-1H-pyrazol-4-yl]pyrazolo[1,5-a]pyrimidine-3-carboxamide